3-(difluoromethyl)-1-methyl-N-[(1s,4s)-4-{[2-(difluoromethyl)imidazo[1,2-a]pyridin-5-yl]amino}cyclohexyl]-1H-pyrazole-4-carboxamide FC(C1=NN(C=C1C(=O)NC1CCC(CC1)NC1=CC=CC=2N1C=C(N2)C(F)F)C)F